BrC1=CC(=C(C=C1)OCCCCl)OCCCCl 4-bromo-1,2-bis(3-chloropropoxy)benzene